N-(4-((S)-3-aminopiperidin-1-yl)-5-(1-((R)-tetrahydrofuran-3-yl)-1H-pyrazol-4-yl)pyridin-2-yl)-2-(2-fluoro-6-methoxyphenyl)pyrimidin-4-amine hydrochloride Cl.N[C@@H]1CN(CCC1)C1=CC(=NC=C1C=1C=NN(C1)[C@H]1COCC1)NC1=NC(=NC=C1)C1=C(C=CC=C1OC)F